ClC1=C(C=CC=C1)CC(=O)NC1=CC(=C(C=C1)C=1OC(=NN1)C(F)(F)F)S(NCC1=C(C=C(C=C1)OC)OC)(=O)=O 2-(2-chlorophenyl)-N-{3-[(2,4-dimethoxybenzyl)sulfamoyl]-4-[5-(trifluoromethyl)-1,3,4-oxadiazol-2-yl]Phenyl}acetamide